N-(benzo[d]isoxazol-3-yl)-5-bromopyridine-2-sulfonamide O1N=C(C2=C1C=CC=C2)NS(=O)(=O)C2=NC=C(C=C2)Br